(7-ethoxy-1,3-dimethyl-1H-Indazol-5-yl)methanone C(C)OC=1C=C(C=C2C(=NN(C12)C)C)C=O